(S)-N-(1-(4-(tert-butyl)phenyl)ethyl)-3-(2-chloro-3-hydroxybenzyl)-1,2-dimethyl-1H-indole-6-carboxamide C(C)(C)(C)C1=CC=C(C=C1)[C@H](C)NC(=O)C1=CC=C2C(=C(N(C2=C1)C)C)CC1=C(C(=CC=C1)O)Cl